tert-butyl-acetophenone-semicarbazone C(C)(C)(C)CC(C1=CC=CC=C1)=NNC(=O)N